(S)-2,4-dihydroxy-N-(3-hydroxypropyl)-3,3-dimethylbutyramide O[C@H](C(=O)NCCCO)C(CO)(C)C